2-(2'-bromophenyl)indole BrC1=C(C=CC=C1)C=1NC2=CC=CC=C2C1